CN([C@H]1CN(CC1)CC1=NC(=CC(=C1)NC(=O)C1=CC=C2CCN(C2=C1)CC=1C=C2C(=NC1)NN=C2C)C(F)(F)F)C (R)-N-(2-((3-(Dimethylamino)pyrrolidin-1-yl)methyl)-6-(trifluoromethyl)pyridin-4-yl)-1-((3-methyl-1H-pyrazolo[3,4-b]pyridin-5-yl)methyl)indolin-6-carboxamid